5-(7-(2-(1H-indol-3-yl)ethoxy)thiazolo[5,4-d]pyrimidin-5-yl)nicotinonitrile N1C=C(C2=CC=CC=C12)CCOC=1C2=C(N=C(N1)C=1C=NC=C(C#N)C1)SC=N2